C1(CCCO1)=O.C(C)(=O)O acetate compound with gamma-butyrolactone